C1(CCCC1)NC1=CC=C(C=C1)C1C(CC2C(N1C(C1=C(C=CC=C1C)F)=O)CCC2)C(=O)OC(C)(C)C cis-tert-butyl 2-[4-(cyclopentylamino) phenyl]-1-(2-fluoro-6-methyl-benzoyl)-2,3,4,4a,5,6,7,7a-octahydrocyclopenta[b]pyridine-3-carboxylate